CC(N)(C)C(=O)O α-methyl-D-alanine